C(C)C(C(=O)O)CC(=O)O 2-ETHYLSUCCINIC ACID